O1CNCC1=O oxazol-5(3H)-one